(Z)-octa-1,3-diene C=C\C=C/CCCC